C(C)(C)(C)OC(=O)N1[C@@H](CN([C@H](C1)C)C=1C=2N(N(C(C1)=O)C)C=C(N2)CC#N)CC (2R,5S)-4-(2-(cyanomethyl)-5-methyl-6-oxo-5,6-dihydroimidazo[1,2-b]pyridazin-8-yl)-2-ethyl-5-methylpiperazine-1-carboxylic acid tert-butyl ester